3-[3-(3-chloro-2-fluoro-phenoxy)-6-methyl-pyridazin-4-yl]-5-[(2-chloro-4-methyl-phenyl)methyl]-5,6-dihydro-4H-1,2,4-oxadiazine ClC=1C(=C(OC=2N=NC(=CC2C2=NOCC(N2)CC2=C(C=C(C=C2)C)Cl)C)C=CC1)F